FC1=C(CNC(=O)C2CCN(CC2)C2=CC=C(C=C2)F)C=CC(=C1C=1NC(C=C(N1)C(F)(F)F)=O)C(F)(F)F N-{2-fluoro-3-[6-oxo-4-(trifluoromethyl)-1,6-dihydropyrimidin-2-yl]-4-(trifluoromethyl)benzyl}-1-(4-fluorophenyl)piperidine-4-carboxamide